CC(=CCC/C(=C/CC/C(=C/CC/C=C(\C)/CC/C=C(\C)/CC[C@H]1C(O1)(C)C)/C)/C)C (3s)-2,3-epoxy-2,3-dihydrosqualene